C(C=C)OC1=C(C=CC=C1)OCC1=CC=CC=C1 1-(allyloxy)-2-(benzyloxy)benzene